Nickel-tin salt [Sn].[Ni]